NC1=CC=C(C=C1)S(=O)(=O)N(CC1CCC(CC1)N(C)C)CC1=CC=CC=C1 4-amino-N-benzyl-N-(((1r,4r)-4-(dimethylamino)cyclohexyl)methyl)benzenesulfonamide